COC1OC2=C(O1)C1=C(C=C2)C(C2=CC=CC=C2S1)(OCCC)OCCC 2-methoxy-6,6-dipropoxy-thiochromeno[3,2-g][1,3]benzodioxole